NCCCC#CC1=CC2=C(N(C(N2C)=O)N2CCCCC2)C=C1 [5-(5-Aminopent-1-ynyl)-3-methyl-2-oxo-benzoImidazol-1-yl]Piperidine